FC=1C=C(O[C@@H]2C=3N(CCC2)N=C(N3)NC3[C@H]2CN(C[C@@H]3CC2)C2=CN=NC(=C2)OC)C=C(C1)F (S)-8-(3,5-difluorophenoxy)-N-((1R,5S,8S)-3-(6-methoxypyridazin-4-yl)-3-azabicyclo[3.2.1]oct-8-yl)-5,6,7,8-tetrahydro-[1,2,4]triazolo[1,5-a]pyridin-2-amine